Cl.C12NCC(CC1)(CC2)C(=O)OC methyl 2-azabicyclo[2.2.2]octane-4-carboxylate hydrochloride